benzo[c]carbazole C1=CC=CC=2C=CC=3NC=4C=CC=CC4C3C21